6-{5-{3-[4-(4-Chlorothiazol-2-yl)-1H-1,2,3-triazol-1-yl]-3-deoxy-β-D-galactopyranosyl}-3-methyl-1H-1,2,4-triazol-1-yl}-2-methylbenzothiazole ClC=1N=C(SC1)C=1N=NN(C1)[C@@H]1[C@H]([C@@H](O[C@@H]([C@@H]1O)CO)C1=NC(=NN1C1=CC2=C(N=C(S2)C)C=C1)C)O